S1C=NC2=C1C=CC=C2N2C[C@H](CC2)CN2C[C@@H](C([C@@H](C2)O)O)O (3S,4R,5R)-1-(((R)-1-(benzo[d]thiazol-4-yl)pyrrolidin-3-yl)methyl)piperidine-3,4,5-triol